NC(C1CO1)(N(C1=CC=CC=C1)C1=CC=CC=C1)N diaminodiphenyl-glycidylamine